3-(but-3-en-1-yl)piperidin-3-ol 2,2,2-trifluoroacetate salt FC(C(=O)O)(F)F.C(CC=C)C1(CNCCC1)O